ClC=1C=C(C=NC1)S(=O)(=O)NC1=NC=CC(=C1F)C#CC=1C=C2C(=NC1)NN=C2 5-Chloro-N-[3-fluoro-4-(2-{1H-pyrazolo[3,4-b]pyridin-5-yl}ethynyl)pyridin-2-yl]pyridine-3-sulfonamide